ethyl ((1-(1-(4-(propan-2-ylidene)cyclohexyl) piperidin-4-yl)-3-(pyrrolidin-1-ylmethyl)-1H-indol-2-yl)methyl)carbamate CC(C)=C1CCC(CC1)N1CCC(CC1)N1C(=C(C2=CC=CC=C12)CN1CCCC1)CNC(OCC)=O